O1C2=C(NCC1)C=NC=C2C2=CC=CC(=N2)N2CC=1C(=NC(=CC1C2=O)N(C)C(C)C)CNC 2-(6-(3,4-dihydro-2H-pyrido[4,3-b][1,4]oxazin-8-yl)pyridin-2-yl)-6-(isopropyl(Methyl)amino)-4-((methylamino)methyl)-2,3-dihydro-1H-pyrrolo[3,4-c]pyridin-1-one